CN1C(C(=CC(=C1)C=C)C(=O)N)=O 1-methyl-2-oxo-5-vinyl-1,2-dihydropyridine-3-carboxamide